6-({3-[5-(1,3-Dioxolan-2-yl)pyridin-2-yl]-2-methoxyphenyl}amino)-N-ethyl-8-(methylamino)imidazo[1,2-b]pyridazine-3-carboxamide O1C(OCC1)C=1C=CC(=NC1)C=1C(=C(C=CC1)NC=1C=C(C=2N(N1)C(=CN2)C(=O)NCC)NC)OC